[N+](#[C-])C=CC1CC2(CN(C2)C(=O)OC(C)(C)C)C1 tert-butyl 6-(2-isocyanovinyl)-2-azaspiro[3.3]heptane-2-carboxylate